ClC=1C=CC(=C(C1)[C@@H]1[C@H](C1)C(=O)NC1=NC=NC(=C1)Cl)OC |r| rac-(1S*,2S*)-2-(5-chloro-2-methoxyphenyl)-N-(6-chloropyrimidin-4-yl)cyclopropane-1-carboxamide